C1(=CC=CC=C1)[Se]CC(C=1SC=CC1)N1S(C2=C(C1=O)C=CC=C2)(=O)=O 2-(2-(phenylselanyl)-1-(thiophen-2-yl)ethyl)benzo[d]isothiazol-3(2H)-one 1,1-dioxide